C1(CC1)C1=NC=NC(=C1C=1N=CC2=C(N1)C(=CN2)C(O)C2=CC=C(C=C2)C=2N(C=C(N2)C(F)(F)F)C)OC([2H])([2H])[2H] [2-[4-cyclopropyl-6-(trideuteriomethoxy)pyrimidin-5-yl]-5H-pyrrolo[3,2-d]pyrimidin-7-yl]-[4-[1-methyl-4-(trifluoromethyl)imidazol-2-yl]phenyl]methanol